bis(2-butyloctyl) 10-[(1-methyl-4-piperidyl)methyl-(2-propanoyloxyheptylsulfanylcarbonyl)amino]nonadecanedioate CN1CCC(CC1)CN(C(CCCCCCCCC(=O)OCC(CCCCCC)CCCC)CCCCCCCCC(=O)OCC(CCCCCC)CCCC)C(=O)SCC(CCCCC)OC(CC)=O